FC1([C@H](COC1)NC(N([C@@H](C)C1=NC=NC=C1)C)=O)F 3-[(3S)-4,4-difluorotetrahydrofuran-3-yl]-1-methyl-1-[(1S)-1-pyrimidin-4-ylethyl]urea